C(CCCCCCCCCCC\C=C\CCCCCCCC)(=O)OCC ethyl (13E)-docos-13-enoate